N1=CC=C(C=C1)C1(CC1)NC(=O)[C@H]1CN(CC[C@@H]1NC(=O)C1=NOC(=C1)C1=C(C=C(C=C1)F)F)C1CCCC1 (3S,4S)-1-cyclopentyl-4-{[5-(2,4-difluoro-phenyl)-isoxazole-3-carbonyl]-amino}-piperidine-3-carboxylic acid (1-pyridin-4-yl-cyclopropyl)-amide